4-Bromo-2-(2,6-dioxopiperidin-3-yl)-6-((4-(6-((5-fluoro-4-(4-fluoro-1-isopropyl-2-Methyl-1H-benzo[d]imidazol-6-yl)pyrimidin-2-yl)amino)pyridin-3-yl)piperazin-1-yl)methyl)isoindoline BrC1=C2CN(CC2=CC(=C1)CN1CCN(CC1)C=1C=NC(=CC1)NC1=NC=C(C(=N1)C=1C=C(C2=C(N(C(=N2)C)C(C)C)C1)F)F)C1C(NC(CC1)=O)=O